5-[1-(2-fluoro-6-trifluoromethoxy-phenyl)-piperidin-4-yl]-2-methyl-7-(2-trifluoromethyl-benzyl)-2,4,5,7-tetrahydro-pyrazolo[3,4-d]pyrimidin-6-one FC1=C(C(=CC=C1)OC(F)(F)F)N1CCC(CC1)N1C(N(C=2C(C1)=CN(N2)C)CC2=C(C=CC=C2)C(F)(F)F)=O